2-(3-(2-bromo-5-fluoropyrimidin-4-yl)imidazo[1,2-a]pyrazin-6-yl)propan-2-ol BrC1=NC=C(C(=N1)C1=CN=C2N1C=C(N=C2)C(C)(C)O)F